Ethyl 1-amino-4-(3-methoxy-2-methylphenyl)-3-(5-(2-methoxyethoxy)pyridin-2-yl)-1H-pyrrole-2-carboxylate NN1C(=C(C(=C1)C1=C(C(=CC=C1)OC)C)C1=NC=C(C=C1)OCCOC)C(=O)OCC